C(C1=CC=CC=C1)OC1=C2C(=C(N(C2=CC=C1)C1CCC(CC1)(F)F)C1CCOCC1)I 4-benzyloxy-1-(4,4-difluorocyclohexyl)-3-iodo-2-tetrahydropyran-4-yl-indole